2,7-diphenyl-10H-spiro[acridine-9,9'-fluorene] C1(=CC=CC=C1)C1=CC2=C(C=C1)NC1=CC=C(C=C1C21C2=CC=CC=C2C=2C=CC=CC12)C1=CC=CC=C1